CN1N(C(C(=C1C)C=1N=C(SC1C)C=1C=NC=CC1)=O)C1=CC=CC=C1 1,5-dimethyl-4-(5-methyl-2-(pyridin-3-yl)thiazol-4-yl)-2-phenyl-1,2-dihydro-3H-pyrazol-3-one